zinc L-lysinate N[C@@H](CCCCN)C(=O)[O-].[Zn+2].N[C@@H](CCCCN)C(=O)[O-]